ClC1=C(C(=CC=C1[N+](=O)[O-])Cl)NN 2,6-dichloro-3-nitrophenylhydrazine